N-methyl-2-(4-((2-oxo-2,3-dihydro-1H-benzo[d]imidazol-1-yl)methyl)phenyl)acetamide CNC(CC1=CC=C(C=C1)CN1C(NC2=C1C=CC=C2)=O)=O